9-(2-Aminoethyl)-6-chloro-1-(3,4-dichlorophenyl)-N-phenyl-9H-carbazol-2-amine NCCN1C2=CC=C(C=C2C=2C=CC(=C(C12)C1=CC(=C(C=C1)Cl)Cl)NC1=CC=CC=C1)Cl